6-chloro-8-isopropyl-2-methylimidazo[1,2-b]pyridazine ClC=1C=C(C=2N(N1)C=C(N2)C)C(C)C